benzyl 8-methyl (1R,5S,8r)-3-azabicyclo[3.2.1]octane-3,8-dicarboxylate [C@@H]12CN(C[C@@H](CC1)C2C(=O)OC)C(=O)OCC2=CC=CC=C2